5-{2-oxa-6-azaspiro[3.3]heptan-6-yl}pentanamide C1OCC12CN(C2)CCCCC(=O)N